1-(4-bromo-2,3-difluoro-phenyl)piperazine BrC1=C(C(=C(C=C1)N1CCNCC1)F)F